S(=O)(=O)=N[C@@H](CCC(=O)O)C(=O)O N-sulfonyl-L-glutamic acid